C(CCCCC)N1C=[N+](C=C1)CCCC 1-(1-hexyl)-3-butylimidazolium